6-[4-[4-[2-(aminomethyl)-3,3-difluoro-allyl]-5-oxo-tetrazol-1-yl]phenyl]-8-methyl-3,4-dihydro-1H-quinolin-2-one trifluoroacetate FC(C(=O)O)(F)F.NCC(CN1N=NN(C1=O)C1=CC=C(C=C1)C=1C=C2CCC(NC2=C(C1)C)=O)=C(F)F